COCOC=1C=C(C=C(C1)OCOC)C=1C(C2=CC(=CC(=C2C1C1=CC(=C(C=C1)OCOC)OC)OCOC)OCOC)O 2-(3,5-Dimethoxymethoxyphenyl)-3-(3-methoxy-4-methoxymethoxyphenyl)-4,6-Dimethoxymethoxy-1H-inden-1-ol